1-vinyl-3-ethylimidazolium bis(trifluoromethanesulfonyl)imide salt [N-](S(=O)(=O)C(F)(F)F)S(=O)(=O)C(F)(F)F.C(=C)N1C=[N+](C=C1)CC